OCCN1CCN(CC1)CCNC=C1C(CC(CC1=O)C=1C=NC(=NC1)N1CCOCC1)=O 2-(((2-(4-(2-hydroxyethyl)piperazin-1-yl)ethyl)amino)methylene)-5-(2-morpholino-pyrimidin-5-yl)cyclohexane-1,3-dione